(R)-(5-fluoro-4-(4,4,5,5-tetramethyl-1,3,2-dioxaborolan-2-yl)isoquinolin-2(1H)-yl)(1-tritylaziridin-2-yl)methanone FC1=C2C(=CN(CC2=CC=C1)C(=O)C1[N@@](C1)C(C1=CC=CC=C1)(C1=CC=CC=C1)C1=CC=CC=C1)B1OC(C(O1)(C)C)(C)C